C(C)OC(CCN(C(=O)C1=CC2=C(S1)C=C(C(=C2)OCCCOC2=CC1=C(SC(=C1)C(CCC(=O)OCC)=O)C=C2OC)OC)C)=O ethyl 4-(5-(3-((2-((3-ethoxy-3-oxopropyl) (methyl) carbamoyl)-6-methoxybenzo[b]thiophen-5-yl) oxy) propoxy)-6-methoxybenzo[b]thiophen-2-yl)-4-oxobutyrate